BrC=1SC2=NC(=CC=C2N1)OC 2-bromo-5-methoxythiazolo[5,4-b]Pyridine